C1(CC1)C1=NNC(=N1)C1CC2(CN(C2)C(=O)N2CC3(C2)CC(C3)C=3C=NC(=CC3)C(F)(F)F)C1 [6-(3-cyclopropyl-1H-1,2,4-triazol-5-yl)-2-azaspiro[3.3]heptan-2-yl]-[6-[6-(trifluoromethyl)-3-pyridyl]-2-azaspiro[3.3]heptan-2-yl]methanone